N-(1-([1,1'-biphenyl]-4-yl)-1,1-difluoro-4-(5-methylfuran-2-yl)butan-2-yl)-9H-fluoren-9-amine C1(=CC=C(C=C1)C(C(CCC=1OC(=CC1)C)NC1C2=CC=CC=C2C=2C=CC=CC12)(F)F)C1=CC=CC=C1